2-Bromo-N-isopropyl-5-(2-trimethylsilylethynyl)pyridin-4-amine BrC1=NC=C(C(=C1)NC(C)C)C#C[Si](C)(C)C